ClC1=C(OC2(CCN(CC2)C2=CN=NC(=C2)C2=C(C=CC=C2)O)C(=O)O)C=CC=C1 4-(2-chlorophenoxy)-1-(6-(2-hydroxyphenyl)pyridazin-4-yl)piperidine-4-carboxylic acid